C(C1=CC=CC=C1)(=O)O[C@H]1[C@@H](OC([C@@H](C1)OC(C1=CC=CC=C1)=O)C)OCCC\C=C\C(=O)OC(C)(C)C (2R,3R,5R)-2-(((E)-6-(tert-butoxy)-6-oxohex-4-en-1-yl) oxy)-6-methyltetrahydro-2H-pyran-3,5-diyl dibenzoate